ClC1=C(C=CC(=N1)\C=C\1/C(N(C2=CC(=C(C=C12)C#N)C)C1=CC=C(C=C1)S(=O)(=O)C)=O)[N+](=O)[O-] (Z)-3-((6-chloro-5-nitropyridin-2-yl)methylene)-6-methyl-1-(4-(methylsulfonyl)phenyl)-2-oxoindoline-5-carbonitrile